N-[(1S)-1-[(6-bromo-3-pyridyl)carbamoyl]-2,2-dicyclopropyl-ethyl]-2-isopropyl-pyrazole-3-carboxamide BrC1=CC=C(C=N1)NC(=O)[C@H](C(C1CC1)C1CC1)NC(=O)C=1N(N=CC1)C(C)C